C(C)(C)(C)C=1C(=NN2C1CNCC2)C2=C(C1=C(C(=N2)O)CCC1O[Si](C)(C)C(C)(C)C)C1=C(C=C(C=C1)F)OC tert-butyl-2-[5-[tert-butyl(dimethyl)silyl]oxy-4-(4-fluoro-2-methoxy-phenyl)-1-hydroxy-6,7-dihydro-5H-cyclopenta[c]pyridin-3-yl]-6,7-dihydro-4H-pyrazolo[1,5-a]pyrazine